C(C)(=O)N[C@H](CCCCN)C(=O)O r-N-acetyl-lysine